C(C)(C)N1C=NC(=C1)C#N 1-isopropyl-1H-imidazole-4-carbonitrile